COC1=CC=2C(=C3C(=NC2C=C1C#N)CCC3)NC3CCNCC3 7-methoxy-9-[(piperidin-4-yl)amino]-1H,2H,3H-cyclopenta[b]quinoline-6-carbonitrile